C(C)N1C2=CC=CC=C2C=2C=C(C=CC12)NC(=O)C1=NC=CN=C1C(=O)NCCN1CCOCC1 N2-(9-ethyl-9H-carbazol-3-yl)-N3-(2-morpholinoethyl)pyrazine-2,3-dicarboxamide